C(C)(C)(C)OC(=O)N1CCN(CC1)C1=NC=C(C=C1C(NNC=O)=O)F.CN(CCCNC(C(=C)C)=O)C N-[(3-(dimethylamino)propyl)]Methacrylamide tert-butyl-4-[5-fluoro-3-(formamidocarbamoyl)-2-pyridyl]piperazine-1-carboxylate